C(C(=O)[O-])(=O)OCCCCCC(OC(C(O[C@@H]1C2C(OC1)[C@@H](CO2)OC(C=O)=O)=O)=O)CCCCCC (hexyl (6-(2-oxo-2-(((3s,6r)-6-(2-oxoacetoxy) hexahydrofuro[3,2-b]furan-3-yl) oxy) acetoxy) hexyl)) oxalate